trans-2-(1-(4-(trifluoromethyl)benzyl)-5-(4-(trifluoromethyl)phenyl)piperidin-3-yl)acetic acid FC(C1=CC=C(CN2C[C@H](C[C@@H](C2)C2=CC=C(C=C2)C(F)(F)F)CC(=O)O)C=C1)(F)F